COCCCC1C(N(CCC1C1=CC2=C(N(C(O2)=O)C)C=C1)C(=O)N)(C)C (3-methoxypropyl)-2,2-dimethyl-4-(3-methyl-2-oxo-1,3-benzooxazol-6-yl)piperidine-1-carboxamide